C(CC)OC=1C(=NC=NC1)N 5-propoxypyrimidin-4-amine